tert-butyl N-(tert-butoxycarbonyl)-N-[5-(6-chloro-1-[[2-(trimethylsilyl)ethoxy]methyl]pyrrolo[2,3-b]pyridin-3-yl)-4-methoxypyridin-2-yl]carbamate C(C)(C)(C)OC(=O)N(C(OC(C)(C)C)=O)C1=NC=C(C(=C1)OC)C1=CN(C2=NC(=CC=C21)Cl)COCC[Si](C)(C)C